P(=O)(OCCCCCCCC\C=C/CCCCCCCC)(OCCCCCCCC\C=C/CCCCCCCC)[O-] di-oleyl phosphate